5-methyl-4-{5-methyl-6-[(7-methyl-spiro[1-benzofuran-3,1'-cyclopropan]-4-yl)oxy]pyridin-3-yl}-2,4-dihydro-3H-1,2,4-triazol-3-one CC=1N(C(NN1)=O)C=1C=NC(=C(C1)C)OC1=CC=C(C2=C1C1(CC1)CO2)C